7-bromo-2-chloroquinoline-4-carboxamide BrC1=CC=C2C(=CC(=NC2=C1)Cl)C(=O)N